FC1=NC(=C2N=CN(C2=N1)C1OCCC1)NCC1=C(C=C(C=C1)OC)O 2-fluoro-6-[(2-hydroxy-4-methoxybenzyl)amino]-9-(tetrahydrofuran-2-yl)-9H-purine